tert-butyl 2-(6-aminopyridin-3-yl)acetate NC1=CC=C(C=N1)CC(=O)OC(C)(C)C